BrC=1C(=NC(=NC1)C)NC1=C(C(=CC=C1C)Cl)C 5-bromo-N-(3-chloro-2,6-dimethylphenyl)-2-methylpyrimidin-4-amine